P(=O)(O)([O-])[O-].[Ba+2].[Ba+2].P(=O)(O)([O-])[O-] dibarium hydrogenphosphate